tert-butyl N-[2-[[8-(1-octylnonylamino)-8-oxo-octyl]-[6-oxo-6-(undecylamino)hexyl]amino]ethyl]carbamate C(CCCCCCC)C(CCCCCCCC)NC(CCCCCCCN(CCNC(OC(C)(C)C)=O)CCCCCC(NCCCCCCCCCCC)=O)=O